1-methyldimethoxysilyl-2-(dimethylamino)(methyldiethoxysilylpropylamino)methylsilylethylene C[Si](C(=CN(C)C)[SiH2]CNCCC[Si](OCC)(OCC)C)(OC)OC